(3S,5S)-1-boc-3,5-dimethylpiperazine C(=O)(OC(C)(C)C)N1C[C@@H](N[C@H](C1)C)C